[Si](C1=CC=CC=C1)(C1=CC=CC=C1)(C(C)(C)C)OC[C@@H]1CC[C@@]2(CCCN12)COC=1N=C(C2=C(N1)C(=C(N=C2)Cl)F)N2CCCCC2 2-(((3S,7aS)-3-(((Tert-butyldiphenylsilyl)oxy)methyl)tetrahydro-1H-pyrrolizin-7a(5H)-yl)methoxy)-7-chloro-8-fluoro-4-(piperidin-1-yl)pyrido[4,3-d]pyrimidine